9,9',9''-(6-(9H-carbazol-9-yl)-4-(dibenzo[b,d]furan-4-yl)pyridine-2,3,5-triyl)tris(3,6-diphenyl-9H-carbazole) C1=CC=CC=2C3=CC=CC=C3N(C12)C1=C(C(=C(C(=N1)N1C2=CC=C(C=C2C=2C=C(C=CC12)C1=CC=CC=C1)C1=CC=CC=C1)N1C2=CC=C(C=C2C=2C=C(C=CC12)C1=CC=CC=C1)C1=CC=CC=C1)C1=CC=CC2=C1OC1=C2C=CC=C1)N1C2=CC=C(C=C2C=2C=C(C=CC12)C1=CC=CC=C1)C1=CC=CC=C1